NC1=NC2=CC(=CC=C2C=C1Cl)CN(C(=O)C=1C=NC(=NC1)C1CC(C1)(F)F)C=1C(=NC=CC1)S(=O)(=O)C N-[(2-amino-3-chloroquinolin-7-yl)methyl]-2-(3,3-difluorocyclobutyl)-N-(2-methanesulfonylpyridin-3-yl)pyrimidine-5-carboxamide